N=1C=C(N2C1C=CC=C2)C=2C=C(OC2)C(CCC(=O)O)=O 4-(4-(imidazo[1,2-a]pyridin-3-yl)furan-2-yl)-4-oxobutyric acid